CC1=C(C=2N(C=C1C=1NC3=CC=C(C=C3C1C(C)C)C1CN(CCC1)C(CN(C)C)=O)N=CN2)C 1-(3-(2-(7,8-dimethyl-[1,2,4]triazolo[1,5-a]pyridin-6-yl)-3-isopropyl-1H-indol-5-yl)piperidin-1-yl)-2-(dimethylamino)ethan-1-one